FCC1CN(CC1)C=1C=C(C(=NC1)C)NC(C1=NC(=CC=C1)C=1C=NN(C1)C)=O N-(5-(3-(fluoromethyl)pyrrolidin-1-yl)-2-methylpyridin-3-yl)-6-(1-methyl-1H-pyrazol-4-yl)picolinamide